COC(C1=C(C(=C(C(=C1)Br)OCC1=CC=CC=C1)OCC1=CC=CC=C1)C)=O 3,4-Bis(benzyloxy)-5-bromo-2-methylbenzoic acid methyl ester